S(=O)(=O)(O)C1(C(=CC=C(C1)N)C1=C(C=C(N)C=C1)S(=O)(=O)O)C1=CC(=CC=C1C(=O)N)C(=O)N 2,2'-disulfo-4,4'-benzidinterephthalamid